tert-butyl 4-[4-[3-(butane-2-sulfonylamino)-2-fluorophenyl]-5-(2-chloropyrimidin-4-yl)-thiazol-2-yl]-piperidine-1-carboxylate CC(CC)S(=O)(=O)NC=1C(=C(C=CC1)C=1N=C(SC1C1=NC(=NC=C1)Cl)C1CCN(CC1)C(=O)OC(C)(C)C)F